ClC1=CC=CC2=C1C1=C(O2)C=2C=CC=C(C2C=C1)C1=CC=CC=C1 7-chloro-4-phenylnaphtho[1,2-b]benzofuran